ClC1=CN(C2=NC=C(C=C21)C(=O)NCCC2=CC=C(C=C2)N2CCN(CC2)C(=O)OC(C)(C)C)CC tert-butyl 4-(4-(2-(3-chloro-1-ethyl-1H-pyrrolo[2,3-b]pyridine-5-carboxamido)ethyl)phenyl)piperazine-1-carboxylate